N1CCC(CC1)NC=1C=2N(C=C(C1)C(F)(F)F)C=CN2 N-(4-piperidinyl)-6-(trifluoromethyl)imidazo[1,2-a]Pyridin-8-amine